3-(3,5-dimethylisoxazol-4-yl)-5-hydroxybenzaldehyde CC1=NOC(=C1C=1C=C(C=O)C=C(C1)O)C